(2S,3R)-benzyl 2-(aminomethyl)-5,5-difluoro-3-methylpiperidine-1-carboxylate NC[C@H]1N(CC(C[C@H]1C)(F)F)C(=O)OCC1=CC=CC=C1